S(=S)(=O)([O-])[O-].[Au+3].S(=S)(=O)([O-])[O-].S(=S)(=O)([O-])[O-].[Au+3] gold thio-sulphate